[Cl-].[Cl-].[Cl-].[Cl-].CC1=NC=C(C=N1)[N+](=O)[O-] 2-methyl-5-nitropyrimidine tetrachloride